C(C)(C)(C)OC(=O)N1C2CC(CC1CC2)OS(=O)(=O)C 3-methylsulfonyloxy-8-azabicyclo[3.2.1]octane-8-carboxylic acid tert-butyl ester